9-phenyl-9'-(4-phenyl-2-quinazolinyl)-3,3'-bi-9H-carbazole C1(=CC=CC=C1)N1C2=CC=CC=C2C=2C=C(C=CC12)C=1C=CC=2N(C3=CC=CC=C3C2C1)C1=NC2=CC=CC=C2C(=N1)C1=CC=CC=C1